COC1=C(CNC2=NC=CC=3C(=CC=CC23)NCC2=NC=C(C=C2C)N2CC=3N(CC2)C(=NN3)C(F)(F)F)C=CC(=C1)OC N1-(2,4-Dimethoxybenzyl)-N5-((3-methyl-5-(3-(trifluoromethyl)-5,6-dihydro-[1,2,4]triazolo[4,3-a]pyrazin-7(8H)-yl)pyridin-2-yl)methyl)isoquinoline-1,5-diamine